FC1=C(C=CC(=C1C)OC1=CC2=C(N(N=N2)C([2H])([2H])[2H])C=C1)NC=1C2=C(N=CN1)C=CC(=N2)N2CC(N(CC2)C(C=C)=O)(C)C 1-(4-(4-((2-fluoro-3-methyl-4-((1-(methyl-d3)-1H-benzo[d][1,2,3]triazol-5-yl)oxy)phenyl)amino)pyrido[3,2-d]pyrimidin-6-yl)-2,2-dimethylpiperazin-1-yl)prop-2-en-1-one